ClC=1C=C(C(=NC1)N1C(C(N(C(C1)=O)CC1=CC=C(C=C1)C(F)(F)F)C1COC1)=O)F 1-(5-chloro-3-fluoropyridin-2-yl)-3-(oxetan-3-yl)-4-(4-(trifluoromethyl)benzyl)-piperazine-2,5-dione